1H-PYRROLE N1C=CC=C1